(4S)-5,5-difluoro-3-methanesulfonyl-1-(2-methylbutoxy)-4H,5H,6H-cyclopenta[c]thiophen-4-ol FC1([C@H](C=2C(=C(SC2S(=O)(=O)C)OCC(CC)C)C1)O)F